C(=O)(O)C1=CC=C(C(=O)C=2C(=NC3=CC=CC=C3C2)C=O)C=C1 3-(4-carboxybenzoyl)quinoline-2-carboxaldehyde